tert-butyl (3S)-4-[7-[6-[bis[(4-methoxyphenyl)methyl]amino]-3-iodo-4-methyl-2-pyridyl]-6-chloro-8-fluoro-quinazolin-4-yl]-3-methyl-piperazine-1-carboxylate COC1=CC=C(C=C1)CN(C1=CC(=C(C(=N1)C1=C(C=C2C(=NC=NC2=C1F)N1[C@H](CN(CC1)C(=O)OC(C)(C)C)C)Cl)I)C)CC1=CC=C(C=C1)OC